6-[4-(4-hexyloxyphenylazo)phenoxy]hexylacrylate C(CCCCC)OC1=CC=C(C=C1)N=NC1=CC=C(OCCCCCCOC(C=C)=O)C=C1